(diethoxyphosphoryloxy)-3-(trifluoromethyl)benzyl carbamate C(N)(OC(C1=CC(=CC=C1)C(F)(F)F)OP(=O)(OCC)OCC)=O